(S)-(2-fluoro-4-((5-methyl-3-(trifluoromethyl)-1H-pyrazol-4-yl)carbamoyl)-5-((1,1,1-trifluoropropan-2-yl)oxy)phenyl)boronic acid FC1=C(C=C(C(=C1)C(NC=1C(=NNC1C)C(F)(F)F)=O)O[C@H](C(F)(F)F)C)B(O)O